NC=1C(=NC=C(C1)S(=O)(=O)C1=CC=C(C=C1)OC(F)(F)F)C1=NN=C(O1)CO (5-(3-Amino-5-((4-(trifluoromethoxy)phenyl)sulfonyl)pyridin-2-yl)-1,3,4-oxadiazol-2-yl)methanol